7-(1-ethyl-1,2,3,6-tetrahydropyridin-4-yl)-2-(4-fluoro-2-methyl-1,3-benzoxazol-6-yl)-4H-pyrido[1,2-a]pyrimidin-4-one C(C)N1CCC(=CC1)C=1C=CC=2N(C(C=C(N2)C2=CC3=C(N=C(O3)C)C(=C2)F)=O)C1